4-(((3-Hydroxy-2-(pyridin-2-yl)-4,5,6,7-tetrahydro-2H-indazol-5-yl)(methyl)amino)methyl)benzoic acid OC=1N(N=C2CCC(CC12)N(C)CC1=CC=C(C(=O)O)C=C1)C1=NC=CC=C1